ClC1=C(C#N)C=CC(=N1)[C@H]1[C@@H](C1)F 2-chloro-6-((trans)-2-fluorocyclopropyl)nicotinonitrile